Methylene MethyleneDisulfonate C1S(=O)(=O)OCOS1(=O)=O